4-anthrylanisole C1(=CC=CC2=CC3=CC=CC=C3C=C12)C1=CC=C(C=C1)OC